6,7-Dimethoxy-N-(3-Methoxy-5-(1-Methyl-1H-pyrazol-4-yl)phenyl)quinolin-4-amine COC=1C=C2C(=CC=NC2=CC1OC)NC1=CC(=CC(=C1)C=1C=NN(C1)C)OC